2-(2-Chloro-4-(1H-pyrazol-4-yl)phenyl)-5-(2,7-diazaspiro[4.5]decan-2-yl)-1,3,4-thiadiazole Hydrochloride Salt Cl.ClC1=C(C=CC(=C1)C=1C=NNC1)C=1SC(=NN1)N1CC2(CC1)CNCCC2